2,5,11,13-tetraazahexadecane CNCCNCCCCCNCNCCC